C(C)(C)C1=C(C(=CC=C1)C(C)C)NC1=C(C=CC=2C3=C(OC21)C=C(C=C3)C#N)[N+](=O)[O-] 6-((2,6-diisopropylphenyl)amino)-7-nitrodibenzo[b,d]furan-3-carbonitrile